COCC(C(=O)N)C 3-methoxy-2-methylpropionamide